C1(CCCCC1)N1C([C@@H]2[C@H](C1=O)C=N[C@]2(P(OCC)(=O)OCC)C2=CC=C(C=C2)F)=O |r| diethyl (1RS,3aSR,6aSR)-5-cyclohexyl-1-(4-fluorophenyl)-4,6-dioxo-1,3a,4,5,6,6a-hexahydropyrrolo[3,4-c]pyrrole-1-phosphonate